FC=1C=CC(=NC1)NC1=NC=C(C(=O)NC)C(=C1)NC1=C(C=CC=C1)N(S(=O)(=O)C)C 6-((5-fluoropyridin-2-yl)-amino)-N-methyl-4-((2-(N-methyl-methanesulfonamido)-phenyl)amino)nicotinamide